CC(C(=O)OC)(CCN1C2=C(OC(C1=O)(F)F)C=C(C(=C2)C2=C(C(=C(C(=C2F)F)F)F)F)F)C methyl 2,2-dimethyl-4-(2,2,7-trifluoro-3-oxo-6-(perfluorophenyl)-2,3-dihydro-4H-benzo[b][1,4]oxazin-4-yl)butanoate